6-(4-(diethylamino)phenyl)-4-(methylthio)pyridin-2-amine C(C)N(C1=CC=C(C=C1)C1=CC(=CC(=N1)N)SC)CC